C(#N)C1=C(C=CC=C1OC)C1=CC=CC=2N=C(SC21)NC(=O)N2[C@@H](CCC2)C(=O)N (S)-N1-(7-(2-cyano-3-methoxyphenyl)benzo[d]Thiazol-2-yl)pyrrolidine-1,2-dicarboxamide